C(C=C)OC(CC)(O)O allyloxypropanediol